(E)-2-(4-((1-pentyl-1H-pyrazol-4-yl)diazenyl)-1H-pyrazol-1-yl)ethane-1-sulfonic acid C(CCCC)N1N=CC(=C1)/N=N/C=1C=NN(C1)CCS(=O)(=O)O